(5-fluoro-2-(((3S,4R)-3-hydroxytetrahydro-2H-pyran-4-yl)amino)pyrimidin-4-yl)-1-isopropyl-N-methyl-4-oxo-1,4-dihydroquinoline-2-carboxamide FC=1C(=NC(=NC1)N[C@H]1[C@@H](COCC1)O)C1=C(N(C2=CC=CC=C2C1=O)C(C)C)C(=O)NC